5-((2-methoxyethoxy)methyl)-2-phenyl-N-(piperidin-4-yl)-1H-indol-7-amine COCCOCC=1C=C2C=C(NC2=C(C1)NC1CCNCC1)C1=CC=CC=C1